NC=1C=C(OC2=CC=C(C=C2)C23CC4(CC(CC(C2)C4)C3)C3=CC=C(C=C3)OC3=CC(=C(C=C3)O)N)C=CC1O 1,3-bis(4-(3-amino-4-hydroxyphenoxy)phenyl)adamantane